C1(=CC=CC=C1)C1OCC2N1C(C(CC2)C([2H])([2H])[2H])=O 3-Phenyl-6-(methyl-d3)tetrahydro-1H-oxazolo[3,4-a]pyridin-5(3H)-one